2-hydroxy-5-isopropyl-4-methoxy-benzoic acid OC1=C(C(=O)O)C=C(C(=C1)OC)C(C)C